FC=1C=C2N(CCN(C2=CC1)C(C(C)N1CCCCC1)=O)C1=CC=CC=C1 1-(6-Fluoro-4-phenyl-3,4-dihydroquinoxaline-1(2H)-yl)-2-(piperidin-1-yl)propan-1-one